CC=1N=C(C(=NC1C)N1CCN(CC1)C(C=C)=O)NC=1C=NC(=CC1)C(F)(F)F 1-(4-(5,6-dimethyl-3-((6-(trifluoromethyl)pyridin-3-yl)amino)pyrazin-2-yl)piperazin-1-yl)prop-2-en-1-one